2-(3-(2,2-Diethoxyethoxy)isoxazol-5-yl)-3-methylbutanoic acid methyl ester COC(C(C(C)C)C1=CC(=NO1)OCC(OCC)OCC)=O